ClC=1C=C(C=CC1)[C@@H]1[C@H](C1)C(=O)N[C@@H](C)C=1N=NN(C1)CC=1N=C2N(C=C(C=C2)C2CC2)C1 |o1:7,8| (1S*,2S*)-2-(3-chlorophenyl)-N-((S)-1-(1-((6-cyclopropylimidazo[1,2-a]pyridin-2-yl)methyl)-1H-1,2,3-triazol-4-yl)ethyl)cyclopropane-1-carboxamide